C1(CC1)C(=O)NC1=NC=C(C(=N1)NC1=C2N(CC=3N(C2=CC=C1)C(N(N3)C)=O)C)C(=O)NC([2H])([2H])[2H] 2-(cyclopropanecarboxamido)-4-((2,5-dimethyl-1-oxo-1,2,4,5-tetrahydro-[1,2,4]triazolo[4,3-a]quinoxalin-6-yl)amino)-N-(methyl-d3)pyrimidine-5-carboxamide